2-(1-Methylpiperidin-4-yl)-N-(6-(oxazol-5-yl)isoquinolin-3-yl)Isonicotinamide CN1CCC(CC1)C=1C=C(C(=O)NC=2N=CC3=CC=C(C=C3C2)C2=CN=CO2)C=CN1